N-(2-(2-methoxyethoxy)-5-(trifluoromethyl)pyridin-3-yl)-1-(1-oxo-1,2-dihydroisoquinolin-5-yl)-5-(trifluoromethyl)-1H-pyrazole-4-carboxamide COCCOC1=NC=C(C=C1NC(=O)C=1C=NN(C1C(F)(F)F)C1=C2C=CNC(C2=CC=C1)=O)C(F)(F)F